CC1=C(C(NC(=C1)C)=O)CNC(=O)C=1C(=C(C=C(C1)C=1C=NC(=CC1)CN1CCOCC1)N(C1CCC(CC1)NC(OC(C)(C)C)=O)C)C tert-butyl ((1s,4s)-4-((3-(((4,6-dimethyl-2-oxo-1,2-dihydropyridin-3-yl)methyl)carbamoyl)-2-methyl-5-(6-(morpholinomethyl)pyridin-3-yl)phenyl)(methyl)amino)cyclohexyl)carbamate